[As]([O-])([O-])([O-])=O.[Cr+3].[Cu+2] copper Chromium Arsenate